O=C1C(=O)C(=O)[C@H](O1)[C@@H](O)CO L-dehydroascorbic acid